C(C1=CC=CC=C1)(=O)OCS(=O)(=O)N1CCCC2=CC=C(C=C12)NS(=O)(=O)C1=C(C=C(C=C1)F)F (((7-(2,4-difluorophenylsulfonylamino)-3,4-dihydroquinolin-1(2H)-yl) sulfonyl) methyl) benzoate